4-(Difluoromethyl)-3-fluoro-N-((6-methoxy-1-methyl-1H-benzimidazol-7-yl)methyl)-benzamid FC(C1=C(C=C(C(=O)NCC2=C(C=CC3=C2N(C=N3)C)OC)C=C1)F)F